ClC=1C=C(C=C(C1)NS(=O)(=O)C)NC(=O)C=1C=NN(C1)C1CCOCC1 N-(3-chloro-5-(methylsulfonamido)phenyl)-1-(tetrahydro-2H-pyran-4-yl)-1H-pyrazole-4-carboxamide